C(C)(=O)[O-].C(C)(=O)[O-].[Pd+2].FC(C(=O)O)(F)F.NCCOCCOCCOCCOC1=C(C=C(C=C1)B1OC(C(O1)(C)C)(C)C)C1=CC=C2C(=CN=NC2=C1)N 7-[2-(2-{2-[2-(2-AMINOETHOXY)ETHOXY]ETHOXY}ETHOXY)-5-(4,4,5,5-TETRAMETHYL-1,3,2-DIOXABOROLAN-2-YL)PHENYL]CINNOLIN-4-AMINE TRIFLUOROACETIC ACID SALT Palladium(II) diacetate